N,N-dimethyl-3-phenoxycyclobutan-1-amine CN(C1CC(C1)OC1=CC=CC=C1)C